C1(=CC=CC=C1)C1(COC1)NC1=NC(=NC(=N1)N)C1=CC=C2C=NN(C2=C1)C1OCCCC1 N2-(3-phenyloxetan-3-yl)-6-(1-tetrahydropyran-2-ylindazol-6-yl)-1,3,5-triazine-2,4-diamine